(S)-6-(2-(methoxycarbonyl)hydrazineyl)-2,3,4,5-tetrahydropyridine-2-carboxylate COC(=O)NNC=1CCC[C@H](N1)C(=O)[O-]